C(C)(C)(C)OC(CN1CCN(CC1)C1=CC=C(C=C1)CC(=O)OCC)=O ethyl 2-(4-{4-[2-(tert-butoxy)-2-oxoethyl]piperazin-1-yl}phenyl)acetate